CC=1C(=C(C2=C(C(=C(C=3C4=CC=C(C=5C(=CC=C(C1C23)C54)C(=O)O)C(=O)O)C)C)C(=O)O)C(=O)O)C tetramethyl-3,4,9,10-perylenetetracarboxylic acid